acryloyloxyheptylpropyldimethoxysilane C(C=C)(=O)OCCCCCCC[Si](OC)(OC)CCC